O=C1N(CC[C@H]1N1CCC(CC1)C1=CC=C(C=C1)NS(=O)(=O)C)CC1=CC=C(C=C1)C(F)(F)F (R)-N-(4-(1-(2-oxo-1-(4-(trifluoromethyl)benzyl)pyrrolidin-3-yl)piperidin-4-yl)phenyl)methanesulfonamide